CC=1N=C(SC1C)NC(=O)C=1C=C(C=CC1C)NCCOCCOCCOCCOCCC(=O)O ((3-((4,5-dimethylthiazol-2-yl)carbamoyl)-4-methylphenyl)amino)-3,6,9,12-tetraoxapentadecane-15-oic acid